amino-9,9-dimethylfluorene NC1=CC=CC=2C3=CC=CC=C3C(C12)(C)C